BENZODIOXOL O1COC2=C1C=CC=C2